S-acetylthioacetate C(C)(=O)S=C(C)[O-]